OC12CC(C1)(C2)NC2[C@@H](N(CC2)C(=O)OC(C)(C)C)C tert-Butyl (2S)-3-((3-hydroxybicyclo[1.1.1]pentan-1-yl)amino)-2-methylpyrrolidine-1-carboxylate